(S)-2-(methylamino)-3-(piperidin-1-yl)propanoic acid CN[C@H](C(=O)O)CN1CCCCC1